O=C1C=2C(=NC=CC2)OC12CCNCC2 3-oxospiro[furo[2,3-b]pyridine-2,4'-piperidine]